BrC1=CC=C(C(=N1)OCC1=C(C=C(C=C1)Cl)Cl)F 6-bromo-2-((2,4-dichlorobenzyl)oxy)-3-fluoropyridine